D-α-methylbenzylamine C[C@H](C1=CC=CC=C1)N